3-(4-(1-((tert-butoxycarbonyl)amino)ethyl)-4-methylpiperidin-1-yl)-6-(3-chloro-2-fluoropyridin-4-yl)-5-methylpyrazine-2-carboxylic acid ethyl ester C(C)OC(=O)C1=NC(=C(N=C1N1CCC(CC1)(C)C(C)NC(=O)OC(C)(C)C)C)C1=C(C(=NC=C1)F)Cl